borane-tricarboxylic acid B(C(=O)O)(C(=O)O)C(=O)O